1-fluoro-2-(methylsulfonyl)benzene FC1=C(C=CC=C1)S(=O)(=O)C